(S)-N-(5-(4-amino-5-(trifluoromethyl)pyrrolo[2,1-f][1,2,4]triazin-7-yl)-2-methoxypyridin-3-yl)-3-phenylisoxazolidine-2-carboxamide NC1=NC=NN2C1=C(C=C2C=2C=C(C(=NC2)OC)NC(=O)N2OCC[C@H]2C2=CC=CC=C2)C(F)(F)F